C(C)(C)(C)OC(=O)N(CCC=1NC(=NN1)CC(=O)OC)CC1=CC(=C(C=C1)OC(F)(F)F)Cl Methyl 2-(5-(2-((tert-butoxycarbonyl)(3-chloro-4-(trifluoromethoxy)benzyl)amino)ethyl)-4H-1,2,4-triazol-3-yl)acetate